4-(Bis(4-fluorophenyl)methylene)-1-(2-(1-tosyl-1H-1,2,3-triazol-4-yl)ethyl)piperidine FC1=CC=C(C=C1)C(=C1CCN(CC1)CCC=1N=NN(C1)S(=O)(=O)C1=CC=C(C)C=C1)C1=CC=C(C=C1)F